Racemic-3-(3-chloro-4-fluorophenyl)-1-methyl-1-(1-(1-((1-methyl-1H-1,2,4-triazol-3-yl)methoxy)isoquinolin-4-yl)ethyl)urea ClC=1C=C(C=CC1F)NC(N([C@H](C)C1=CN=C(C2=CC=CC=C12)OCC1=NN(C=N1)C)C)=O |r|